4-(4-Aminopyrimidin-2-yl)-3-fluoro-5-methoxybenzaldehyde NC1=NC(=NC=C1)C1=C(C=C(C=O)C=C1OC)F